N1(C=NC=C1)C1=CC=C(N=N1)C(=O)NC1=C(C(=O)O)C=C(C(=C1)CCCC1=C(C=C(C(=C1)NC(=O)C=1N=NC(=CC1)N1C=NC=C1)C(=O)OCC)F)F 2-(6-(1H-imidazol-1-yl)pyridazine-3-carboxamido)-4-(3-(5-(6-(1H-imidazol-1-yl)pyridazine-3-carboxamido)-4-(ethoxycarbonyl)-2-fluorophenyl)propyl)-5-fluorobenzoic acid